ClC1=CC=2NC(=CC2S1)C(=O)N(C)[C@@H]1COCC=2NC(C=3C=C(C(=CC3C21)F)F)=O (S)-2-chloro-N-(8,9-difluoro-6-oxo-1,4,5,6-tetrahydro-2H-pyrano[3,4-c]isoquinolin-1-yl)-N-methyl-4H-thieno[3,2-b]pyrrole-5-carboxamide